C1CCCC2=C1C1=C(O2)CCCCC1 2,3,4,6,7,8,9,10-octahydro-1H-cyclohepta[b]benzofuran